C(C)C=1C=CC=C2C=CC=C(C12)N1CC=2N=C(N=C(C2CC1)N1CCC(C(CC1)CO)O)OCC12CCCN2CCC1 1-(7-(8-ethylnaphthalen-1-yl)-2-((tetrahydro-1H-pyrrolizin-7a(5H)-yl)methoxy)-5,6,7,8-tetrahydropyrido[3,4-d]pyrimidin-4-yl)-5-(hydroxymethyl)azepan-4-ol